CN1N=C(N=C1N1CCC2(CC2)CC1)C=1C=C2CN(C(C2=CC1)=O)C1C(NC(CC1)=O)=O 3-(5-(1-Methyl-5-(6-azaspiro[2.5]octan-6-yl)-1H-1,2,4-triazol-3-yl)-1-oxoisoindolin-2-yl)piperidine-2,6-dione